C1(CCC(N1OC(CCCC#C)=O)=O)=O 5-hexynoic acid-succinimidyl ester